tert-butyl-(S)-5-(pyridin-3-yl)-4,5-dihydro-1H-pyrazole C(C)(C)(C)N1N=CC[C@H]1C=1C=NC=CC1